COC=1C=C(C=C(C1OC)[N+](=O)[O-])NC(C)=O N-(3,4-dimethoxy-5-nitrophenyl)acetamide